N-(3-(2-cyclobutyl-7-(methylthio)-2,3-dihydro-[1,4]dioxino[2,3-c]pyridin-5-yl)-1-methyl-1H-pyrrolo[2,3-c]pyridin-5-yl)acetamide C1(CCC1)C1OC2=C(C(=NC(=C2)SC)C2=CN(C3=CN=C(C=C32)NC(C)=O)C)OC1